tert-Butyl 3-(4-(morpholinosulfonyl)-7-(thiazol-2-yl)benzo[d]oxazol-2-yl)-3,6-diazabicyclo[3.1.1]heptane-6-carboxylate O1CCN(CC1)S(=O)(=O)C1=CC=C(C2=C1N=C(O2)N2CC1N(C(C2)C1)C(=O)OC(C)(C)C)C=1SC=CN1